C([C@H]1CO1)OCCCC |r| (±)-n-butyl glycidyl ether